(1E)-2,6-difluoro-N-(p-tolylsulfonyl)benzohydrazonoyl chloride FC1=C(C(=NNS(=O)(=O)C2=CC=C(C=C2)C)Cl)C(=CC=C1)F